methyl 3-((4-(4-(((cyclopentyl(methyl)carbamoyl)oxy)methyl)-3-methylisoxazol-5-yl)phenyl)carbamoyl)-2,2-difluorocyclopropane-1-carboxylate C1(CCCC1)N(C(=O)OCC=1C(=NOC1C1=CC=C(C=C1)NC(=O)C1C(C1C(=O)OC)(F)F)C)C